methanesulfonic acid (1R,2R)-2-(2,3-difluorophenyl)-1-((R)-1-(5-hydroxy-4-oxo-1,4-dihydropyridazin-3-carbonyl) pyrrolidin-2-yl)-2-phenylethyl ester FC1=C(C=CC=C1F)[C@H]([C@H]([C@@H]1N(CCC1)C(=O)C1=NNC=C(C1=O)O)OS(=O)(=O)C)C1=CC=CC=C1